NC=1C(=NC2=C(C(=C(C=C2C1N([C@H]1[C@H]2CN([C@@H]1C2)C(=O)OC(C)(C)C)C(=O)OC(C)(C)C)CCC#N)Br)F)OC tert-butyl (1R,4R,5S)-5-((3-amino-7-bromo-6-(2-cyanoethyl)-8-fluoro-2-methoxyquinolin-4-yl)(tert-butoxycarbonyl)amino)-2-azabicyclo[2.1.1]hexane-2-carboxylate